Tert-butyl (3S,4S)-3-((2-(1-(4-methoxybenzyl)-2,6-dioxopiperidin-3-yl)-1-oxoisoindolin-5-yl)oxy)-4-methylpyrrolidine-1-carboxylate COC1=CC=C(CN2C(C(CCC2=O)N2C(C3=CC=C(C=C3C2)O[C@@H]2CN(C[C@@H]2C)C(=O)OC(C)(C)C)=O)=O)C=C1